1-(1-(5-methoxy-2-(1-methyl-1H-pyrazol-4-yl)-4-nitrophenyl)piperidin-4-yl)-4-(piperidin-4-ylmethyl)piperazine COC=1C(=CC(=C(C1)N1CCC(CC1)N1CCN(CC1)CC1CCNCC1)C=1C=NN(C1)C)[N+](=O)[O-]